FC1=CC=C(C=C1)NCC1=C(C2=C(O1)C1=CC=CC=C1C(C2=O)=O)C 2-(((4-Fluorophenyl)amino)methyl)-3-methylnaphth[1,2-b]furan-4,5-dione